ClC1=CC=C(C=N1)CN1C(=NCC1)N[N+](=O)[O-] N-[1-[(6-chloro-3-pyridyl)methyl]-4,5-dihydroimidazol-2-yl]nitramide